N-[4-(2-isopropylphenyl)-6-[4-(1-methyl-4-piperidyl)phenoxy]-5-(2,2,2-trifluoroethyl)pyrimidin-2-yl]-1-methyl-pyrazole-4-sulfonamide C(C)(C)C1=C(C=CC=C1)C1=NC(=NC(=C1CC(F)(F)F)OC1=CC=C(C=C1)C1CCN(CC1)C)NS(=O)(=O)C=1C=NN(C1)C